1-Nitro-4-trifluoromethoxybenzene [N+](=O)([O-])C1=CC=C(C=C1)OC(F)(F)F